3-((2-((2-(difluoromethoxy)-4-(4-methylpiperazin-1-yl)phenyl)-amino)-5-fluoropyrimidin-4-yl)-amino)thiophene-2-carboxamide FC(OC1=C(C=CC(=C1)N1CCN(CC1)C)NC1=NC=C(C(=N1)NC1=C(SC=C1)C(=O)N)F)F